IC1=CC(=NN1C1=NC=CC=N1)OC 2-(5-iodo-3-methoxy-pyrazol-1-yl)pyrimidine